C(C1=CC=CC=C1)NC1=NC(=NN2C1=CC=C2C2COCC2)N2C(=CC1=C(C=CC=C21)CNNS(=O)=O)C N-({1-[4-(benzylamino)-7-(oxolan-3-yl)pyrrolo[2,1-f][1,2,4]triazin-2-yl]-2-methyl-1H-indol-4-yl}methyl)aminosulfonamide